C(C1=CC=CC=C1)OC=1C2=C(N=C(N1)OC[C@]13CCCN3C[C@@H](C1)F)C(=C(N=C2)C=2C=C(N)C=C(C2C(F)(F)F)Cl)F 3-(4-(benzyloxy)-8-fluoro-2-(((2R,7aS)-2-fluorotetrahydro-1H-pyrrolizin-7a(5H)-yl)methoxy)pyrido[4,3-d]pyrimidin-7-yl)-5-chloro-4-(trifluoromethyl)aniline